N1-(2-(dimethylamino)ethyl)-5-fluoro-N4-(4-(7-methoxy-1H-indol-3-yl)-5-(trifluoromethyl)pyrimidin-2-yl)-N1-methyl-2-nitrobenzene-1,4-diamine CN(CCN(C1=C(C=C(C(=C1)F)NC1=NC=C(C(=N1)C1=CNC2=C(C=CC=C12)OC)C(F)(F)F)[N+](=O)[O-])C)C